tertbutyl (1-(((2,7-dichloro-8-fluoropyrido[4,3-d]pyrimidin-4-yl)amino)methyl)cyclobutyl)(methyl)carbamate ClC=1N=C(C2=C(N1)C(=C(N=C2)Cl)F)NCC2(CCC2)N(C(OC(C)(C)C)=O)C